C(CCCCCCCC=C)(=O)O.C(CCCCCCCC=C)(=O)O.C(CCCCCCCC=C)(=O)O.[Al] aluminum tris(9-decenoic acid)